FC1=CC=CC=2C3=C(OC21)C=C(C=C3)C3=NC(=NC(=N3)C3=CC=CC=C3)C3=CC=CC=C3 2-(6-fluorodibenzo[b,d]furan-3-yl)-4,6-diphenyl-1,3,5-triazine